C(C)(C)(C)OC(CCCCCCCCCC=O)C1=CC=C(C=C1)CC(=O)O 2-(4-(l-1-(tert-butoxy)-11-oxoundecyl)phenyl)acetic acid